3-amino-4-[(carboxymethyl)amino]benzoic acid NC=1C=C(C(=O)O)C=CC1NCC(=O)O